1-[4-[4-[6-Chloro-4-(trifluoromethyl)-2-pyridyl]piperazin-1-yl]sulfonylphenyl]-4-(pyrrolidin-3-ylamino)pyrrolidin-2-one ClC1=CC(=CC(=N1)N1CCN(CC1)S(=O)(=O)C1=CC=C(C=C1)N1C(CC(C1)NC1CNCC1)=O)C(F)(F)F